COC=1C=C2C(=C(C=NC2=CC1)C(=O)N1CCOCC1)N1CCC2(OCCO2)CC1 (6-Methoxy-4-(1,4-dioxa-8-azaspiro[4.5]decan-8-yl)quinolin-3-yl)(morpholino)methanone